4-(2-(6-(3,5-dichloro-[1,1'-biphenyl]-4-yl)-4-methyl-1,1-dioxido-1,2,6-thiadiazinan-2-yl)acetamido)adamantan-1-carboxamide ClC=1C=C(C=C(C1N1CC(CN(S1(=O)=O)CC(=O)NC1C2CC3(CC(CC1C3)C2)C(=O)N)C)Cl)C2=CC=CC=C2